CN1C(=NN=C1)C1(CC2(CCO2)C1)C=1C=C(C=CC1)N1C(C2=CC(=CC(=C2C1)C(F)(F)F)CNC1(CCC1)C)=O 2-(3-(6-(4-methyl-4H-1,2,4-triazol-3-yl)-1-oxaspiro[3.3]heptan-6-yl)phenyl)-6-(((1-methylcyclobutyl)amino)methyl)-4-(trifluoromethyl)isoindolin-1-one